CC1=C(C=CC=C1B1OC(C(O1)(C)C)(C)C)S(=O)(=O)N methyl-3-(4,4,5,5-tetramethyl-1,3,2-dioxaborolan-2-yl)benzenesulfonamide